(S)-1-(6-(4-chlorophenyl)-2-(3-hydroxyphenyl)pyrimidin-4-yl)pyrrolidin-3-ol ClC1=CC=C(C=C1)C1=CC(=NC(=N1)C1=CC(=CC=C1)O)N1C[C@H](CC1)O